CSCCC(C(=O)O)N The molecule is a sulfur-containing amino acid that is butyric acid bearing an amino substituent at position 2 and a methylthio substituent at position 4. It has a role as an Escherichia coli metabolite, a Saccharomyces cerevisiae metabolite, a plant metabolite, a Daphnia magna metabolite and an algal metabolite. It is an alpha-amino acid and a sulfur-containing amino acid. It derives from a butyric acid. It is a conjugate base of a methioninium. It is a conjugate acid of a methioninate. It is a tautomer of a methionine zwitterion.